(2-(cyclopentyloxy)-5-vinylphenyl)methanol C1(CCCC1)OC1=C(C=C(C=C1)C=C)CO